ClC=1C=C2C(=NC(=NC2=C(C1C1=C2C=NNC2=CC=C1C)C1CC(C1)(F)F)OC[C@H]1N(CCC1)C)N1[C@H](CN(CC1)C(C=C)=O)C 1-((3S)-4-(6-chloro-8-(3,3-difluorocyclobutanyl)-7-(5-methyl-1H-indazol-4-yl)-2-(((S)-1-methylpyrrolidin-2-yl)methoxy)quinazolin-4-yl)-3-methylpiperazin-1-yl)prop-2-en-1-one